6-(5-(2-hydroxypropan-2-yl)pyrimidin-2-yl)isoquinolin-1(2H)-one OC(C)(C)C=1C=NC(=NC1)C=1C=C2C=CNC(C2=CC1)=O